5,7,4'-trihydroxyflavonol OC1=C2C(C(=C(OC2=CC(=C1)O)C1=CC=C(C=C1)O)O)=O